FC=1C(=NC(=NC1)NC1CCN(CC1)C(C)=O)C1=CC(=NC=C1)C1(CCC1)O 1-(4-((5-fluoro-4-(2-(1-hydroxycyclobutyl)pyridin-4-yl)pyrimidin-2-yl)amino)piperidin-1-yl)ethan-1-one